2-methoxy-3-(1-methyl-1H-pyrazol-4-yl)propionic acid COC(C(=O)O)CC=1C=NN(C1)C